(S)-3-(1H-benzo[d]imidazol-5-yl)-4-(4-(4,4-difluorocyclohexyl)-2-fluorophenyl)oxazolidin-2-one N1C=NC2=C1C=CC(=C2)N2C(OC[C@@H]2C2=C(C=C(C=C2)C2CCC(CC2)(F)F)F)=O